2-(4-{4-[2-(2,2-difluoroethoxy)-4-fluorophenyl]-1-oxo-1,3-dihydro-2H-pyrrolo[3,4-c]pyridin-2-yl}phenyl)-2-methylpropanenitrile FC(COC1=C(C=CC(=C1)F)C1=NC=CC2=C1CN(C2=O)C2=CC=C(C=C2)C(C#N)(C)C)F